Tri(2,2-dimethyl-3-hexyl)citrat CC(C)(C(CCC)C(C(C(C(=O)[O-])(C(C(C)(C)C)CCC)C(C(C)(C)C)CCC)(O)C(=O)[O-])C(=O)[O-])C